NCC1=CC(=C(C=C1)NC=1C=NC(=NC1)N1CCC(CC1)C(F)(F)F)F N-(4-(aminomethyl)-2-fluorophenyl)-2-(4-(trifluoromethyl)piperidin-1-yl)pyrimidin-5-amine